ethyl (2S)-2-allyl-5-methyl-6-oxotetrahydro-2H-pyran-2-carboxylate C(C=C)[C@]1(OC(C(CC1)C)=O)C(=O)OCC